3-chloro-1-cyclopropyl-1H-1,2,4-triazole ClC1=NN(C=N1)C1CC1